2-(1H-Inden-2-yl)-2'-(1H-inden-3-yl)biphenyl C1C(=CC2=CC=CC=C12)C1=C(C=CC=C1)C1=C(C=CC=C1)C1=CCC2=CC=CC=C12